C(CCCCCCCCCCCCCCCCC)N1C(=C(C(C2=CC=CC=C12)=O)OCC=C)C1=CC=CC=C1 N-octadecyl-2-phenyl-3-(2-propen-1-yloxy)-quinolin-4-one